C(CCCCCCCCC)N(C(CCCCCCCCC(CCCCCCCCC(=O)O)=O)=O)CCCCCCCCCC 19-(didecylamino)-10,19-dioxononadecanoic acid